CC1=NC2=C(N1)C=C(C=C2)C2=CC1=C(N=C(S1)C1CCNCC1)C=C2 6-(2-methyl-1H-benzoimidazol-6-yl)-2-(piperidin-4-yl)-1,3-benzothiazole